BrC1=C2C=C(NC2=C(C=C1)C(N)=O)C=1CN(CC1)C(=O)OC(C)(C)C tert-Butyl 3-(4-bromo-7-carbamoyl-1H-indol-2-yl)-2,5-dihydro-1H-pyrrole-1-carboxylate